5-bromo-N-((4,6-dimethyl-2-oxo-1,2-dihydropyridin-3-yl)methyl)-2-methylbenzamide BrC=1C=CC(=C(C(=O)NCC=2C(NC(=CC2C)C)=O)C1)C